N-(2-fluorophenyl)-6-(5-(trifluoromethyl)-1,2,4-oxadiazol-3-yl)imidazo[1,2-a]pyridine-2-carboxamide FC1=C(C=CC=C1)NC(=O)C=1N=C2N(C=C(C=C2)C2=NOC(=N2)C(F)(F)F)C1